3-phenyl-3-(4-(2-hydroxyethoxy)phenyl)-6-methoxy-7-piperidino-13,13-dimethyl-3H,13H-indeno[2',3':3,4]naphtho[1,2-b]pyran C1(=CC=CC=C1)C1(C=CC2=C(O1)C=1C=C(C(=CC1C1=C2C(C2=CC=CC=C21)(C)C)N2CCCCC2)OC)C2=CC=C(C=C2)OCCO